2,6-dimethyl-4-vinylpyridine CC1=NC(=CC(=C1)C=C)C